ClC=1C(=NC(=NC1)NC1CCOCC1)C1=CC(=C2CN(C(C2=C1)=O)[C@@H](C(=O)N[C@H](C)C1=NC(=CC=C1)N1CCN(CC1)C)C)F (2R)-2-(6-{5-chloro-2-[(oxan-4-yl)amino]pyrimidin-4-yl}-4-fluoro-1-oxo-2,3-dihydro-1H-isoindol-2-yl)-N-[(1R)-1-[6-(4-methylpiperazin-1-yl)pyridin-2-yl]ethyl]propanamide